1-methyl-N-(7-methyl-[1,2,4]triazolo[1,5-a]pyridin-6-yl)-3-(2-methylpyridin-4-yl)-1H-pyrazolo[4,3-d]pyrimidin-5-amine CN1N=C(C=2N=C(N=CC21)NC=2C(=CC=1N(C2)N=CN1)C)C1=CC(=NC=C1)C